CC1C(C(C(CC1)CC)C(=O)OC(C)C)C(=O)OC(C)C diisopropyl 3-methyl-6-ethylcyclohexane-1,2-dicarboxylate